2,6-dimethyl-heptane-2-ol CC(C)(CCCC(C)C)O